Methyl (5-(2-fluoro-5-((6-fluoro-4-oxo-3,4-dihydrophthalazin-1-yl)methyl)phenyl)-1H-benzoimidazol-2-yl)carbamate FC1=C(C=C(C=C1)CC1=NNC(C2=CC(=CC=C12)F)=O)C1=CC2=C(NC(=N2)NC(OC)=O)C=C1